4-(aminomethyl)-1-(5-(3,5-difluoro-2-methoxyphenyl)imidazo[2,1-b][1,3,4]thiadiazol-2-yl)piperidin-4-ol NCC1(CCN(CC1)C1=NN2C(S1)=NC=C2C2=C(C(=CC(=C2)F)F)OC)O